N-[1-(1-methyl-5-nitro-pyrazol-4-yl)ethyl]-N-[7-morpholino-5-[4-[[5-(2-morpholinoethoxy)pyrimidin-2-yl]amino]cyclohexoxy]-1,6-naphthyridin-3-yl]methanesulfonamide CN1N=CC(=C1[N+](=O)[O-])C(C)N(S(=O)(=O)C)C=1C=NC2=CC(=NC(=C2C1)OC1CCC(CC1)NC1=NC=C(C=N1)OCCN1CCOCC1)N1CCOCC1